1-(1H-indazol-3-yl)-3-(6-(4,5,6,7-tetrahydropyrazolo[1,5-a]pyridin-3-yl)pyridin-2-yl)urea N1N=C(C2=CC=CC=C12)NC(=O)NC1=NC(=CC=C1)C=1C=NN2C1CCCC2